2-fluoro-6-[(3,5-dichlorobenzyl)amino]-9-(oxetan-2-yl)-9H-purine FC1=NC(=C2N=CN(C2=N1)C1OCC1)NCC1=CC(=CC(=C1)Cl)Cl